Manganese(II) sulfate S(=O)(=O)([O-])[O-].[Mn+2]